N-(1-benzylpiperidin-4-yl)-3-(6-bromoimidazo[1,2-a]pyridin-3-yl)propanamide C(C1=CC=CC=C1)N1CCC(CC1)NC(CCC1=CN=C2N1C=C(C=C2)Br)=O